N1N=CC=C1C#CC1=C2CCCN(C2=CC=C1)C1=NC=2N(C3=CC=CC(=C13)F)C(=NN2)C 5-(5-((1H-pyrazol-5-yl)ethynyl)-3,4-dihydroquinolin-1(2H)-yl)-6-fluoro-1-methyl-[1,2,4]triazolo[4,3-a]quinazoline